BrCC1=CC=CC2=C1SC=C2 7-(bromomethyl)benzo[b]thiophene